O1C(=CC=C1)CC1=NC(=NC(=C1)N1N=NC2=C1C=CC(=C2)OC)N 4-(furan-2-ylmethyl)-6-(5-methoxy-1,2,3-benzotriazol-1-yl)pyrimidin-2-amine